benzyl (2R,5S)-2-[2-(1,4-dimethylpiperazin-2-yl)-1,3-benzothiazol-5-yl]-5-methyl-piperidine-1-carboxylate CN1C(CN(CC1)C)C=1SC2=C(N1)C=C(C=C2)[C@@H]2N(C[C@H](CC2)C)C(=O)OCC2=CC=CC=C2